CC1(CN2C(O1)=C(C=N2)[S@](=O)(N)=NC(NC2=C1C(=CC=3CCCC23)CC1)=O)C (S)-2,2-dimethyl-N'-((2,4,5,6-tetrahydro-1H-cyclobuta[f]inden-3-yl)carbamoyl)-2,3-dihydropyrazolo[5,1-b]oxazole-7-sulfonimidamide